OC1(C(N(CC1)C=1C=C2C(=NC1)NC=C2)=O)C(=O)NCC2CC1=CC=CC=C1CC2 3-hydroxy-2-oxo-1-(1H-pyrrolo[2,3-b]pyridin-5-yl)-N-((1,2,3,4-tetrahydronaphthalen-2-yl)methyl)pyrrolidine-3-carboxamide